CNC1=CC(=C(C(=C1)F)OC1=CC=NC2=CC(=C(C=C12)OC1(CC1)C)OC)F methyl-3,5-difluoro-4-((7-methoxy-6-(1-methylcyclopropoxy)quinolin-4-yl)oxy)aniline